N-[(1S,2S)-2-{3-[2-(2,6-dioxopiperidin-3-yl)-1-oxo-3H-isoindol-4-yl]prop-2-yn-1-yl}cyclohexyl]-3-methoxy-4-nitrobenzamide O=C1NC(CCC1N1C(C2=CC=CC(=C2C1)C#CC[C@H]1[C@H](CCCC1)NC(C1=CC(=C(C=C1)[N+](=O)[O-])OC)=O)=O)=O